ClC1=C(C=CC(=C1)F)[C@]12CN(C[C@@H]2C1)C1=NN=C(N1C=1C=NC(=CC1)OC)COCC (1S,5R)-1-(2-chloro-4-fluorophenyl)-3-(5-(ethoxymethyl)-4-(6-methoxypyridin-3-yl)-4H-1,2,4-triazol-3-yl)-3-azabicyclo[3.1.0]hexane